rac-2-(3,5-Dicyanophenyl)-2-(3,3-difluorocyclopentyl)acetic acid rac-Ethyl-2-(3,5-dicyanophenyl)-2-(3,3-difluorocyclopentyl)acetate C(C)OC(C(C1CC(CC1)(F)F)C1=CC(=CC(=C1)C#N)C#N)=O.C(#N)C=1C=C(C=C(C1)C#N)C(C(=O)O)C1CC(CC1)(F)F